c-5-Methylthio-5-deoxy-D-ribulose 1-phosphate P(=O)(O)(O)OCC(=O)[C@H](O)[C@H](O)CSC